ClCCN1CN(C2=CC=3C=CC=NC3C=C21)C(=C)C(C)C 3-(2-chloroethyl)-1-(3-methyl-1-butene-2-yl)-1,3-dihydro-2H-imidazo[4,5-g]quinoline